3-(3,3,3-trifluoropropyl)-2,3,4,5-tetrahydro-1H-naphtho[2,3-d]azepine-6,11-dione FC(CCN1CCC2=C(CC1)C(C1=CC=CC=C1C2=O)=O)(F)F